(2-chlorophenyl)-((5-(3-methyl-4-(trichloromethoxy)phenyl)thiophen-2-yl)methyl)quinoxaline-2-carboxamide ClC1=C(C=CC=C1)C1=C2N=C(C(=NC2=CC=C1)C(=O)N)CC=1SC(=CC1)C1=CC(=C(C=C1)OC(Cl)(Cl)Cl)C